[Pd].C(C1=CC=CC=C1)=CC(=O)C=CC1=CC=CC=C1 dibenzylideneacetone palladium (0)